2,4-difluoro-N-(5-(4-(4-(2-fluoropropoyl)piperazin-1-yl)quinazolin-6-yl)-2-methoxypyridin-3-yl)benzenesulfonamide FC1=C(C=CC(=C1)F)S(=O)(=O)NC=1C(=NC=C(C1)C=1C=C2C(=NC=NC2=CC1)N1CCN(CC1)C(C(C)F)=O)OC